(3Z)-12,12-dipropoxy-1,3-dodecadiene C(CC)OC(CCCCCCC\C=C/C=C)OCCC